1-chlorohexyl propyl carbonate C(OC(CCCCC)Cl)(OCCC)=O